diglycine C(C(=O)NCC(=O)O)N